7-(1-ethoxyvinyl)-5-(1H-imidazol-1-yl)-1H-pyrazolo[4,3-d]Pyrimidine C(C)OC(=C)C=1C2=C(N=C(N1)N1C=NC=C1)C=NN2